C(CCCCCCCCC)=O (1CE)-decanal